P(OCCCCCCCCCCCCCCCCCC)(OCCCCCCCCCCCCCCCCCC)=O Phosphonic acid, dioctadecyl ester